The molecule is a tetracarboxylic acid anion that is the conjugate base of gadoteric acid. It is a conjugate base of a gadoteric acid. C1CN(CCN(CCN(CCN1CC(=O)[O-])CC(=O)[O-])CC(=O)[O-])CC(=O)[O-].[Gd+3]